3-{4-[(6-amino-4-pyrimidinyl)oxy]-2-ethylphenyl}-1-[3-(trifluoromethyl)phenyl]-2,4-imidazolidinedione NC1=CC(=NC=N1)OC1=CC(=C(C=C1)N1C(N(CC1=O)C1=CC(=CC=C1)C(F)(F)F)=O)CC